CNC(=O)N1CC2(C1)N(C(CN(C2=O)C=2C=C1C=CC(OC1=CC2)=O)=O)CC2=CC=C(C=C2)C(F)(F)F N-methyl-6,9-dioxo-8-(2-oxo-2H-chromen-6-yl)-5-(4-(trifluoromethyl)benzyl)-2,5,8-triazaspiro[3.5]-nonane-2-carboxamide